ClC1=CC=C(C(=N1)C1=C(C2=C(B(OC2)O)C=C1)C)N[C@H](C)C=1C=C(C=C2C(C(=C(OC12)C(C)C)C)=O)C (R)-8-(1-((6-chloro-2-(1-hydroxy-4-methyl-1,3-dihydrobenzo[c][1,2]oxaborol-5-yl)pyridin-3-yl)amino)ethyl)-2-isopropyl-3,6-dimethyl-4H-chromen-4-one